(S)-Ethyl 2-(2-(3-(3-(pentan-3-ylcarbamoyl)-1H-pyrazol-5-yl) phenyl) oxazole-5-carboxamido)-2-phenylacetate CCC(CC)NC(=O)C1=NNC(=C1)C=1C=C(C=CC1)C=1OC(=CN1)C(=O)N[C@H](C(=O)OCC)C1=CC=CC=C1